C1(CCCCC1)C=1C=CC=C2C(=C(N3C(C12)=NC=N3)C(=O)NCC(=O)OC)O methyl (10-cyclohexyl-6-hydroxy-[1,2,4]triazolo[5,1-a]isoquinoline-5-carbonyl)glycinate